CC=1N=C(NC1)CCCCCCCCCCCCCCCCCC methyl-stearyl-imidazole